N-(2,4-dimethoxybenzyl)-8-(3-methoxy-2,6-dimethylphenyl)-6-(pyridin-4-yl)pyrido[3,4-d]pyrimidin-4-amine COC1=C(CNC=2C3=C(N=CN2)C(=NC(=C3)C3=CC=NC=C3)C3=C(C(=CC=C3C)OC)C)C=CC(=C1)OC